BrC=1C=C(C=C(C1)C)C(C)N1C[C@H](CCC1)C (3S)-1-(1-(3-bromo-5-methylphenyl)ethyl)-3-methyl-piperidine